3-[6-[[5-Fluoro-4-(2-methyl-3-propan-2-ylthieno[2,3-d]imidazol-5-yl)pyrimidin-2-yl]amino]pyridin-3-yl]-1,4-dimethylpiperazin-2-one FC=1C(=NC(=NC1)NC1=CC=C(C=N1)C1C(N(CCN1C)C)=O)C1=CC2=C(N(C(=N2)C)C(C)C)S1